ClC1=CC(=CC(=N1)N1CCN(CC1)S(=O)(=NC)C1=CC=C(N)C=C1)C(F)(F)F 4-[S-[4-[6-chloro-4-(trifluoromethyl)-2-pyridyl]piperazin-1-yl]-N-methyl-sulfonimidoyl]aniline